FC(CN1C=NC2=C1C=C(C=C2F)C=2C(=CN1N=C(N=C(C12)OC)NC1CCN(CC1)C1COC1)F)F 5-(1-(2,2-difluoroethyl)-4-fluoro-1H-benzo[d]imidazol-6-yl)-6-fluoro-4-methoxy-N-(1-(oxetan-3-yl)piperidin-4-yl)pyrrolo[2,1-f][1,2,4]triazin-2-amine